(3R,5R)-5-(6-cyclopropylimidazo[1,2-a]pyridin-2-yl)pyrrolidin-3-ol C1(CC1)C=1C=CC=2N(C1)C=C(N2)[C@H]2C[C@H](CN2)O